BrC=1C(=C(C=CC1)C=1C(=C(C=CC1)NC(=O)C1=NN2C(C(CCC2)O)=C1)Cl)Cl N-[3-(3-bromo-2-chloro-phenyl)-2-chloro-phenyl]-4-hydroxy-4,5,6,7-tetrahydropyrazolo[1,5-a]pyridine-2-carboxamide